N-(p-isopropylphenyl)pyridinium C(C)(C)C1=CC=C(C=C1)[N+]1=CC=CC=C1